ClC1=CC(=C2C(=N1)N(C=N2)[C@@H]2[C@@H]1[C@]([C@@H]3[C@H]2OC(O3)(C)C)(C1)C(=O)NC)NCCC (3aR,3bS,4aS,5R,5aS)-5-(5-chloro-7-(propylamino)-3H-imidazo[4,5-b]pyridin-3-yl)-N,2,2-trimethyltetrahydrocyclopropa[3,4]cyclopenta[1,2-d][1,3]dioxole-3b(3aH)-carboxamide